C(C1=CC=CC=C1)N1CC(=CC2=CC=CC=C12)Br 1-benzyl-3-bromoquinolin